FC1=C(C=C(C(=C1)F)F)OC(CC(C)=O)=O (2,4,5-trifluorophenyl)-3-oxobutyrate